2-(benzylamino)-1-ethanol C(C1=CC=CC=C1)NCCO